ClC=1C(=C(C=C2C=C(N=CC12)NC1=CC=C2CCN(C(C2=C1)=O)C)C1=C(C2=C(OCCN2C(=O)[O-])N=C1)C)F 7-(8-Chloro-7-fluoro-3-((2-methyl-1-oxo-1,2,3,4-tetrahydroisoquinolin-7-yl)amino)isoquinoline-6-yl)-8-methyl-2,3-dihydro-1H-pyrido[2,3-b][1,4]oxazine-1-carboxylate